(Z)-N'-(1-((3aR,4R,6R,6aR)-6-(hydroxymethyl)-2-oxidotetrahydrofuro[3,4-d][1,3,2]dioxathiol-4-yl)-2-oxo-1,2,3,4-tetrahydropyrimidin-4-yl)-N,N-dimethylformimidamide OC[C@H]1O[C@H]([C@H]2[C@@H]1OS(O2)=O)N2C(NC(C=C2)\N=C/N(C)C)=O